OC1=CC(=C(C(=O)OCC2=CC=CC=C2)C(=C1)C)OC benzyl 4-hydroxy-2-methoxy-6-methylbenzoate